(2-ethoxyethoxy)benzaldehyde C(C)OCCOC1=C(C=O)C=CC=C1